2,N-dicyclohexyl-2-[2-(2-dimethylamino-phenyl)-benzimidazol-1-yl]-acetamide C1(CCCCC1)C(C(=O)NC1CCCCC1)N1C(=NC2=C1C=CC=C2)C2=C(C=CC=C2)N(C)C